FC1=C(C=CC(=C1C=1C=CC=2N(C1)C=NC2C2=NC1=C(N2)CCCC1)F)NS(=O)(=O)C=1C(=NC=C(C1)F)OC N-[2,4-difluoro-3-[1-(4,5,6,7-tetrahydro-1H-1,3-benzodiazol-2-yl)imidazo[1,5-a]pyridin-6-yl]phenyl]-5-fluoro-2-methoxypyridine-3-sulfonamide